Isopropyl 4-hydroxyfuro[2,3-b]pyridine-2-carboxylate OC1=C2C(=NC=C1)OC(=C2)C(=O)OC(C)C